COC1=C(C=CC=C1)C=1C=C2C=CN(C2=CC1)CC=1N=C(OC1)\C=C\C1=CC=C(C=C1)C(F)(F)F (E)-4-((5-(2-methoxyphenyl)-1H-indol-1-yl)methyl)-2-(4-(trifluoromethyl)styryl)oxazole